C(C)(C)(C)OC(=O)NCC1CN(CC1)C1=NC(=NC=C1OCC(=O)OCC)C1=CC(=C(C=C1)C)Cl ethyl 2-[4-[3-[(tert-butoxycarbonylamino)methyl]pyrrolidin-1-yl]-2-(3-chloro-4-methyl-phenyl)pyrimidin-5-yl]oxyacetate